C(\C=C/C(=O)N)(=O)O maleinamic acid